C(\C=C/C(=O)OCCCCCC(C)C)(=O)OCCCCCC(C)C di(6-methylheptyl) maleate